N[C@@H](CN)C1(CCC1)C (R)-2-amino-2-1-methylcyclobutyl-ethylamine